N-(1-(3-bromo-2-methoxyphenyl)ethylidene)-2-methylpropane-2-sulfinamide BrC=1C(=C(C=CC1)C(C)=NS(=O)C(C)(C)C)OC